ClC1=C(C(=NC(=N1)C(C)C)N1CCOCC1)OC (6-chloro-2-isopropyl-5-methoxypyrimidin-4-yl)morpholine